C1CC12NCCN(C2)C(=O)[O-] 4,7-diazaspiro[2.5]octane-7-carboxylate